2,3,4-trihydroxyphenylhexylketone OC1=C(C=CC(=C1O)O)CCCCCCC(=O)CCCCCCC1=C(C(=C(C=C1)O)O)O